N2-cyclohexyl-9-(hydroxyimino)-N7-(tetrahydro-2H-pyran-4-yl)-9H-fluorene-2,7-disulfonamide C1(CCCCC1)NS(=O)(=O)C1=CC=2C(C3=CC(=CC=C3C2C=C1)S(=O)(=O)NC1CCOCC1)=NO